C(C)(C)(C)OC(=O)N(C(OC(C)(C)C)=O)C1=NC(=NC=C1)SC tert-butyl N-[(tert-butoxy)carbonyl]-N-[2-(methylthio)pyrimidin-4-yl]carbamate